C1(CC1)N1CCS(C2=C(C1=O)SC(=C2)C2=NC(=NC=C2C(F)(F)F)NC=2C=C1CCNCC1=CC2CC)(=O)=O 4-cyclopropyl-7-(2-((7-ethyl-1,2,3,4-tetrahydroisoquinolin-6-yl)amino)-5-(trifluoromethyl)pyrimidin-4-yl)-3,4-dihydrothieno[2,3-f][1,4]thiazepin-5(2H)-one 1,1-dioxide